(R)-4-(morpholin-4-yl)-3-(4-methylphenyl)-N-((R)-1-(2-(trifluoromethyl)pyrimidin-5-yl)ethyl)-4,5-dihydro-1H-pyrazole-1-carboxamide N1(CCOCC1)[C@H]1C(=NN(C1)C(=O)N[C@H](C)C=1C=NC(=NC1)C(F)(F)F)C1=CC=C(C=C1)C